Formic acid Sodium salt [Na+].C(=O)[O-]